C(C)OC(C=CCCCCC)=O 4-trans-2-octenoic acid ethyl ester